(4-(1H-indol-3-yl)-2-morpholino-5,8-dihydropyrido[3,4-d]pyrimidin-7(6H)-yl)ethan-1-one N1C=C(C2=CC=CC=C12)C=1C2=C(N=C(N1)N1CCOCC1)CN(CC2)C(C)=O